(S)-N-(2,5-Dichlorobenzoyl)glycine methyl ester COC(CNC(C1=C(C=CC(=C1)Cl)Cl)=O)=O